2-Ethyl 5-(3-ethynylphenoxy)-1H-1,2,3-triazole-4-carboxylate C(#C)C=1C=C(OC2=C(N=NN2)C(=O)OCC)C=CC1